O=C(OC)NCC(NCC(NCC(NCOCC(=O)[O-])=O)=O)=O 3,6,9,12-tetraoxo-2,15-dioxa-4,7,10,13-tetraazaheptadecan-17-oate